5-{4-[(1-{[4-(Propan-2-yl)phenyl]carbamoyl}-D-prolyl)amino]phenyl}pyridine-2-carboxylic acid, methanesulfonate salt CS(=O)(=O)O.CC(C)C1=CC=C(C=C1)NC(=O)N1[C@H](CCC1)C(=O)NC1=CC=C(C=C1)C=1C=CC(=NC1)C(=O)O